7-[(2-Methoxyethyl)(methyl)amino]-1-methyl-2-oxo-4-{2-[3-(trifluoromethoxy)phenyl]-2,8-diazaspiro[4.5]decan-8-yl}-1,2-dihydro-quinoline-3-carbonitrile COCCN(C1=CC=C2C(=C(C(N(C2=C1)C)=O)C#N)N1CCC2(CCN(C2)C2=CC(=CC=C2)OC(F)(F)F)CC1)C